4-Hydroxy-3-methoxy-cinnamoylglycine OC1=C(C=C(C=CC(=O)NCC(=O)O)C=C1)OC